N-(3-phenyl-8-azabicyclo[3.2.1]octan-3-yl)-4-(trifluoromethoxy)benzene-sulfonamide C1(=CC=CC=C1)C1(CC2CCC(C1)N2)NS(=O)(=O)C2=CC=C(C=C2)OC(F)(F)F